ethyl 2-formyl-6-methoxy-1-(4-(methylthio) benzyl)-1H-indole-3-carboxylate C(=O)C=1N(C2=CC(=CC=C2C1C(=O)OCC)OC)CC1=CC=C(C=C1)SC